Ethyl-2-{[(3-chloro-2,6-difluorophenyl)carbamoyl]oxy}-3-(1H-pyrazol-1-yl)propanoat C(C)OC(C(CN1N=CC=C1)OC(NC1=C(C(=CC=C1F)Cl)F)=O)=O